C(CCCCCCCCCCCCCCCCC)C(C(=O)N)CC(=O)O octadecyl-succinic amide